Myristyl-trimethyl-ammonium Bromide [Br-].C(CCCCCCCCCCCCC)[N+](C)(C)C